N1C=NC2=C1C=C(C=C2)CN(C=2SC=C(N2)CCN2CCOCC2)CC2=CC(=CC=C2)OC N-((1H-benzo[d]imidazol-6-yl)methyl)-N-(3-methoxybenzyl)-4-(2-morpholinoethyl)thiazol-2-amine